ClC1=NC(=C(C2=NC(NC(=C21)O)SC)F)Cl 5,7-dichloro-8-fluoro-2-(methylthio)pyrido[4,3-d]pyrimidine-4(3H)-ol